C(C)(=O)N1CCC(CC1)NCC1=C(C=C(C=C1)C1=NC=CC(=C1Cl)C=1C(=C(C=CC1)NC(C1=NC=C(C=C1)CN1CC(CC1)O)=O)C)OC N-(3-(2-(4-(((1-acetylpiperidin-4-yl)amino)methyl)-3-methoxyphenyl)-3-chloropyridin-4-yl)-2-methylphenyl)-5-((3-hydroxypyrrolidin-1-yl)methyl)picolinamide